C(C)(C)C=1OCCN1 2-Iso-Propyl-2-Oxazoline